1-methyl-1,4,5,6-tetrahydro-1,4-benzodiazocin-3(2H)-one CN1CC(NCCC2=C1C=CC=C2)=O